3-(3-((1,3,4-thiadiazol-2-yl)thio)propoxy)-2-(p-methoxyphenyl)-4H-chromone S1C(=NN=C1)SCCCOC1=C(OC2=CC=CC=C2C1=O)C1=CC=C(C=C1)OC